1-(4-trifluoromethylbenzyl)imidazolin-2-imine Hydrobromide Br.FC(C1=CC=C(CN2C(NCC2)=N)C=C1)(F)F